CC(=CCC1=C(C(=CC(=C1)C2=COC3=C(C2=O)C=CC(=C3)O)O)OC)C The molecule is a member of the class of 7-hydroxyisoflavones in which isoflavone is substituted by hydroxy groups at the 7 and 3' positions, a methoxy group at the 4' position and a prenyl group at position 5'. Isolated from the stem wood of Erythrina latissima, it exhibits antimicrobial and radical scavenging activities. It has a role as a metabolite, an antimicrobial agent and a radical scavenger. It is a member of 7-hydroxyisoflavones and a member of 4'-methoxyisoflavones.